[Cl-].C(C)(C)(CC(C)(C)C)[NH3+] tertiary octyl-ammonium chloride